Cl.FC1(CN(CC1)C(C)C1=CC=C(C=N1)CN1C(N(C2=C1C=C(C=C2)C(=O)N)C)=O)F ((6-(1-(3,3-difluoropyrrolidin-1-yl)ethyl)pyridin-3-yl)methyl)-1-methyl-2-oxo-2,3-dihydro-1H-benzimidazole-5-carboxamide hydrochloride